methyl 1-(4-(1-(2,6-dichlorophenyl)azetidin-3-yl)benzyl)-4-methylpiperidine-4-carboxylate ClC1=C(C(=CC=C1)Cl)N1CC(C1)C1=CC=C(CN2CCC(CC2)(C(=O)OC)C)C=C1